tert-butyl 2-((3'-(5,6-dihydro-4H-pyrrolo[3,4-d]oxazol-2-yl)-2,2'-dimethyl-[1,1'-biphenyl]-3-yl)carbamoyl)-1-methyl-1,4,6,7-tetrahydro-5H-imidazo[4,5-c]pyridine-5-carboxylate O1C(=NC2=C1CNC2)C=2C(=C(C=CC2)C2=C(C(=CC=C2)NC(=O)C=2N(C1=C(CN(CC1)C(=O)OC(C)(C)C)N2)C)C)C